C(C1=CC=CC=C1)N1CC(C(CC1)N1CCC2(CCN(C2)C(=O)OC(C)(C)C)CC1)(F)F tert-butyl 8-(1-benzyl-3,3-difluoropiperidin-4-yl)-2,8-diazaspiro[4.5]decane-2-carboxylate